C(#N)C1=C(C=C(C=C1)C[C@H](C(=O)NC1=C(C(=NN1)C1=CC=NC=C1)C)F)F |r| (rac)-3-(4-Cyano-3-fluorophenyl)-2-fluoro-N-(4-methyl-3-(pyridin-4-yl)-1H-pyrazol-5-yl)propanamide